2-phenyl-8-(10-phenylanthracen-9-yl)dibenzo[b,d]Furan C1(=CC=CC=C1)C1=CC2=C(OC3=C2C=C(C=C3)C=3C2=CC=CC=C2C(=C2C=CC=CC32)C3=CC=CC=C3)C=C1